NC1=NC=C(C=C1C(=O)O)C(=O)O 2-aminopyridine-3,5-dicarboxylic acid